cis-2-(8-dimethylamino-2-oxo-8-phenyl-1,3-diazaspiro[4.5]decan-1-yl)-acetic acid trifluoroacetate salt FC(C(=O)O)(F)F.CN(C1(CCC2(CNC(N2CC(=O)O)=O)CC1)C1=CC=CC=C1)C